dimaleimide phosphate P(=O)(O)(O)O.C1(C=CC(N1)=O)=O.C1(C=CC(N1)=O)=O